FC(C=1C=C(C=C(C1)C(F)(F)F)C=1C(=NN(C1C(=O)N1CC(CC1)N(CC)CC)C=1SC(=C(N1)C1=CC(=C(C=C1)Cl)Cl)SC(C)C)C)(F)F (4-(3,5-bis(trifluoromethyl)phenyl)-1-(4-(3,4-dichlorophenyl)-5-(isopropylthio)thiazol-2-yl)-3-methyl-1H-pyrazol-5-yl)(3-(diethylamino)pyrrolidin-1-yl)methanone